C(C)(=O)C1=CC=C(C=O)C=C1 para-acetyl-benzaldehyde